C(C)(C)N1C(=NN2C(C1=O)=NC=C2C=2N=CN(C2)C(C2=CC=CC=C2)(C2=CC=CC=C2)C2=CC=CC=C2)C2=CC=CC=C2 3-Isopropyl-2-phenyl-7-(1-trityl-1H-imidazol-4-yl)imidazo[2,1-f][1,2,4]triazin-4(3H)-one